Cl.CNC/C=C/C=1C=C2C(=NC1)NC([C@]21CC=2C(=NC=C(C2)C(=O)OC)C1)=O methyl (3S)-5-[(E)-3-(methylamino) prop-1-enyl]-2-oxo-spiro[1H-pyrrolo[2,3-b]pyridine-3,6'-5,7-dihydro-cyclopenta[b]pyridine]-3'-carboxylate hydrochloride